[Ti].COC(C1=C(C(=C(C1C)C)C)C)(OC)OC trimethoxy(pentamethyl-cyclopentadiene) titanium